C1(=CC=CC=C1)S(=O)(=O)OC1=CC=CC=C1 phenol benzenesulfonate